7-fluoro-3,4-dihydro-2H-benzo[b][1,4]dioxepin-6-carboxylic acid FC1=C(C2=C(OCCCO2)C=C1)C(=O)O